1-((S)-3-((S)-2,2,2-trifluoro-1-((4-(4-morpholino-7H-pyrrolo[2,3-d]pyrimidin-6-yl)phenyl)amino)ethyl)pyrrolidin-1-yl)prop-2-en-1-one FC([C@@H](NC1=CC=C(C=C1)C1=CC2=C(N=CN=C2N2CCOCC2)N1)[C@@H]1CN(CC1)C(C=C)=O)(F)F